3-(1-acetyl-4-piperidyl)-5-[[(1R)-1-[3-(difluoromethyl)phenyl]ethyl]amino]-1,8-dimethyl-pyrido[2,3-d]pyridazin-2-one C(C)(=O)N1CCC(CC1)C1=CC=2C(=C(N=NC2N[C@H](C)C2=CC(=CC=C2)C(F)F)C)N(C1=O)C